NC1=C(C=CC(=C1)Br)NC1CCC(CC1)(O)C 4-((2-amino-4-bromophenyl)amino)-1-methylcyclohexanol